lysine carboxymethyl-cysteine salt C(=O)(O)CN[C@@H](CS)C(=O)O.N[C@@H](CCCCN)C(=O)O